di(o-tolyl) peroxide C=1(C(=CC=CC1)OOC1=C(C=CC=C1)C)C